ClC1=C(COC2=CC=C3CC[C@H](OC3=C2)C(=O)OCC)C=CC=C1 Ethyl (S)-7-((2-chlorobenzyl)oxy)chromane-2-carboxylate